COCCN1CC2=CC(=CC=C2CC1)N(C=1C=CC(N(C1)C)=O)C(C)C 5-((2-(2-methoxyethyl)-1,2,3,4-tetrahydroisoquinolin-7-yl)(isopropyl)amino)-1-methylpyridin-2(1H)-one